ClC=1C(=NC=CC1)[C@@H](SC1C(C(C(C(O1)CO)O)N1N=NC(=C1)C1=CC(=C(C(=C1)F)F)F)OC)C1(CCC(CC1)(F)F)O 6-(((R)-(3-chloropyridin-2-yl)(4,4-difluoro-1-hydroxycyclohexyl)methyl)thio)-2-(hydroxymethyl)-5-methoxy-4-(4-(3,4,5-trifluorophenyl)-1H-1,2,3-triazol-1-yl)tetrahydro-2H-pyran-3-ol